6-((1R,2R)-2-(5-ethylpyrimidin-2-yl)cyclobutyl)-4-oxo-1-((S)-1-(6-(trifluoromethyl)pyridin-3-yl)ethyl)-4,5-dihydro-1H-pyrazolo[3,4-d]pyrimidine-3-carbonitrile C(C)C=1C=NC(=NC1)[C@H]1[C@@H](CC1)C=1NC(C2=C(N1)N(N=C2C#N)[C@@H](C)C=2C=NC(=CC2)C(F)(F)F)=O